FC=1C(=CC(=NC1)OC)[C@H](C(=O)N1C[C@]2(CC1)NC1=NC(=C(C=C1CC2)C2=CC(=CC=C2)C2=CN=CO2)C)C (2R)-2-(5-fluoro-2-methoxypyridin-4-yl)-1-{(2S)-7-methyl-6-[3-(1,3-oxazol-5-yl)phenyl]-3,4-dihydro-1H-spiro[1,8-naphthyridine-2,3'-pyrrolidin]-1'-yl}propan-1-one